(1R,2R,3R,4R)-3-isopropylbicyclo[2.2.1]hept-5-ene-2-carboxylic acid ethyl ester C(C)OC(=O)[C@@H]1[C@H]2C=C[C@H]([C@H]1C(C)C)C2